ClC=1C(=NC(=NC1C)N1C[C@@H]2C([C@@H]2C1)N(C(=O)C1NCCCC1)C)N[C@H](C)C1=C(C=C(C=C1)Cl)Cl N-((1R,5S,6S)-3-(5-chloro-4-(((R)-1-(2,4-dichlorophenyl)ethyl)amino)-6-methylpyrimidin-2-yl)-3-azabicyclo[3.1.0]hexane-6-yl)-N-methylpiperidine-2-carboxamide